1,4-dimethyl-3-(3-(4,4,5,5-tetramethyl-1,3,2-dioxaborolan-2-yl)phenyl)-1H-pyrazole CN1N=C(C(=C1)C)C1=CC(=CC=C1)B1OC(C(O1)(C)C)(C)C